C(C)(CC)NCC(=O)O N-sec-butylglycine